1-(3-(((2-(7,8-Dimethyl-[1,2,4]triazolo[4,3-a]pyridin-6-yl)-3-isopropyl-1H-indol-5-yl)oxy)methyl)azetidin-1-yl)-2-(dimethylamino)ethan-1-on CC1=C(C=2N(C=C1C=1NC3=CC=C(C=C3C1C(C)C)OCC1CN(C1)C(CN(C)C)=O)C=NN2)C